tert-Butyl-1,4-diazepane C(C)(C)(C)N1CCNCCC1